(R)-6-((2-amino-3-chloropyridin-4-yl)thio)-3-(3-amino-3H-spiro[benzofuran-2,4'-piperidin]-1'-yl)pyrazin-2(1H)-one NC1=NC=CC(=C1Cl)SC1=CN=C(C(N1)=O)N1CCC2(CC1)OC1=C([C@H]2N)C=CC=C1